Triethylenglycol dicaprylat C(CCCCCCC)(=O)OCCOCCOCCOC(CCCCCCC)=O